2-((4-((R)-2-(4-chloro-2-fluorophenyl)-4-fluoro-2H-chromen-8-yl)piperidin-1-yl)methyl)-3-(((S)-oxetan-2-yl)methyl)-3H-imidazo[4,5-b]pyridine-5-carboxylic acid ClC1=CC(=C(C=C1)[C@@H]1OC2=C(C=CC=C2C(=C1)F)C1CCN(CC1)CC1=NC=2C(=NC(=CC2)C(=O)O)N1C[C@H]1OCC1)F